FC(C(C(F)(F)F)(F)F)(C(=O)[O-])F.C(C)(C)(C)C1=CC=C(C=C1)[S+](C1=CC=CC=C1)C1=CC=CC=C1.C(C)(C)(C)C1=CC=C(C=C1)[S+](C1=CC=CC=C1)C1=CC=CC=C1.FC(C(C(F)(F)F)(F)F)(C(=O)[O-])F bis(4-t-butylphenyl-diphenyl-sulfonium) perfluoropropane-1-carboxylate